FCSCC(F)(F)F (2,2,2-trifluoroethyl) (fluoromethyl) sulfide